trifluoromethanesulfonic acid [6-[2,3-difluoro-4-[4-(4-propylcyclohexyl) cyclohexyl] phenyl]-2-fluoro-3-(trifluoromethyl) phenyl] ester FC1=C(C=CC(=C1F)C1CCC(CC1)C1CCC(CC1)CCC)C1=CC=C(C(=C1OS(=O)(=O)C(F)(F)F)F)C(F)(F)F